1,4-Diazepane N1CCNCCC1